IC=1C=NN(C1)C1CCC(CC1)O 4-(4-iodo-1H-pyrazol-1-yl)cyclohexanol